CC1=CC(=NO1)CN1CNC2=NC=C(C=C21)C2=C(C=CC=C2)C 1-[(5-Methylisoxazol-3-yl)methyl]-6-(o-tolyl)-3H-imidazo[4,5-b]pyridin